C(C)(C)(C)OC(=O)N1C(C(CC1)NS(=O)(=O)CF)CC=1N=C(SC1)C1=CC=CC=C1 3-(((fluoromethyl)sulfonyl)amino)-2-((2-phenyl-1,3-thiazol-4-yl)methyl)pyrrolidine-1-carboxylic acid tert-butyl ester